(S)-methyl 5-(7-acetamido-2-(1-(3-ethoxy-4-methoxyphenyl)-2-(methylsulfonyl)ethyl)-1,3-dioxoisoindolin-5-yl)pentanoate C(C)(=O)NC=1C=C(C=C2C(N(C(C12)=O)[C@H](CS(=O)(=O)C)C1=CC(=C(C=C1)OC)OCC)=O)CCCCC(=O)OC